C(C)(C)(C)C1=CC=CC(=N1)C1CCN(CC1)C(=O)OC(C)(C)C tert-Butyl 4-(6-(tert-butyl)pyridin-2-yl)piperidine-1-carboxylate